N-[(2S,3R)-4,4-difluoro-2-{[2-fluoro-3-{6-methylpyridin-2-yl}phenyl]methyl}-1-(1-methylcyclopropane-1-carbonyl)pyrrolidin-3-yl]ethanesulfonamide FC1([C@@H]([C@@H](N(C1)C(=O)C1(CC1)C)CC1=C(C(=CC=C1)C1=NC(=CC=C1)C)F)NS(=O)(=O)CC)F